(E)-4-(4-fluorophenyl)-2-((hydroxyimino)methyl)-1-methylpyridin-1-ium iodide [I-].FC1=CC=C(C=C1)C1=CC(=[N+](C=C1)C)/C=N/O